[Cl].SCCCCCCCCCCN1CN(C=C1)C 1-10-mercaptodecyl-3-methylimidazole chlorine